ClC=1C(=NC(=NC1)N([C@H]1[C@@H](C(N(CC1)C1=CC=C2C(=NN(C2=C1)C)C1C(NC(CC1)=O)=O)=O)C)C)NC=1C=C2CC(N(C2=CC1)C)=O 3-(6-((3S,4R)-4-((5-chloro-4-((1-methyl-2-oxoindolin-5-yl)amino)pyrimidin-2-yl)(methyl)amino)-3-methyl-2-oxopiperidin-1-yl)-1-methyl-1H-indazol-3-yl)piperidine-2,6-dione